3-fluoro-5-(tetramethyl-1,3,2-dioxaborolan-2-yl)aniline FC=1C=C(N)C=C(C1)B1OC(C(O1)(C)C)(C)C